ethyl 3-[[8-(benzylamino)-3-isopropyl-[1,2,4]triazolo[4,3-b]pyridazin-6-yl]amino]propanoate C(C1=CC=CC=C1)NC=1C=2N(N=C(C1)NCCC(=O)OCC)C(=NN2)C(C)C